C(CCCCCCC)C(COC(C=C)=O)CCCCCCCCCC acrylic acid-2-octyl-1-dodecyl ester